ClC=1C(=CC(=C(C1)S(=O)(=O)N(C=1SC=CN1)CC1=C(C=C(C=C1)OC)OC)F)N[C@H](CN1CCOCC1)C1=CC=CC=C1 (S)-5-chloro-N-(2,4-dimethoxybenzyl)-2-fluoro-4-((2-morpholino-1-phenylethyl)amino)-N-(thiazol-2-yl)benzenesulfonamide